((R)-2-amino-4-phenylbutyryl)-alanine methyl ester COC([C@@H](NC([C@@H](CCC1=CC=CC=C1)N)=O)C)=O